ClC=1C=CC(=NC1)CNC(=O)C=1C(=NC=2C=CN(C(C2C1)=O)CC1=CC=C(C=C1)OCCOCCOC)C N-((5-chloropyridin-2-yl)methyl)-6-(4-(2-(2-methoxyethoxy)ethoxy)benzyl)-2-methyl-5-oxo-5,6-dihydro-1,6-naphthyridine-3-carboxamide